C(C)(=O)N1C[C@@H](CC1)NC([C@H](CCCN1C(=NC2=C1C=CC=C2)N)N)=O (S)-N-((R)-1-acetylpyrrolidin-3-yl)-2-amino-5-(2-amino-1H-benzo[d]imidazol-1-yl)pentanamide